CCCCC(CCCCCCC)O 5-Dodecanol